4-methyl-N-tetracosyl-pyridine bromide [Br-].CC1=CCN(C=C1)CCCCCCCCCCCCCCCCCCCCCCCC